(3-glycidoxypropyl)-1,1,3,3,3-pentaethoxy-1,3-disilapropane C(C1CO1)OCCC[Si](C[Si](OCC)(OCC)OCC)(OCC)OCC